5-isobutyl-3-(4-(1-(2-methyl-1H-imidazol-1-yl)ethyl)phenyl)thiophene-2-sulfonamide tert-butyl-(5R,6S)-5-(aminomethyl-d2)-2,2-difluoro-6-methylmorpholine-4-carboxylate C(C)(C)(C)OC(=O)N1CC(O[C@H]([C@H]1C([2H])([2H])N)C)(F)F.C(C(C)C)C1=CC(=C(S1)S(=O)(=O)N)C1=CC=C(C=C1)C(C)N1C(=NC=C1)C